6-(1-amino-1,3-dihydrospiro[indene-2,4'-piperidin]-1'-yl)-3-(2,5,5-trimethyl-4,5-dihydrobenzo[d]thiazol-7-yl)-1,5-dihydro-4H-pyrazolo[3,4-d]pyrimidin-4-one NC1C2=CC=CC=C2CC12CCN(CC2)C=2NC(C1=C(N2)NN=C1C1=CC(CC=2N=C(SC21)C)(C)C)=O